ClC1=C(C=NNC1=O)N[C@H](COCCC(=O)N1CCN(CC1)C1=CC=C(C=N1)C#N)C 6-(4-[3-[(2S)-2-[(5-Chloro-6-oxo-1,6-dihydropyridazin-4-yl)amino]propoxy]propanoyl]piperazin-1-yl)pyridine-3-carbonitrile